FC1=C(C=CC=C1CO)CC=1C(OC2=CC(=CC=C2C1C)OC1=NC=CC=C1F)=O 3-[[2-fluoro-3-(hydroxymethyl)phenyl]methyl]-7-[(3-fluoro-2-pyridyl)oxy]-4-methyl-chromen-2-one